ClC=1N=C(C2=C(N1)C(=C(S2)C[C@H](COC)NC(OC(C)(C)C)=O)C)NCC=2OC=CC2 tert-butyl N-[(1R)-1-[[2-chloro-4-(2-furylmethylamino)-7-methyl-thieno[3,2-d]pyrimidin-6-yl]methyl]-2-methoxy-ethyl]carbamate